ClC1=NC=C(C(=N1)NC=1C=C2C(=CNC(C2=CC1)=O)F)F 6-[(2-chloro-5-fluoro-pyrimidin-4-yl)amino]-4-fluoro-2H-isoquinolin-1-one